5'-Bromo-4,4-difluorospiro[cyclohexane-1,3'-indole] BrC=1C=C2C3(C=NC2=CC1)CCC(CC3)(F)F